2-({2-chloro-5-cyano-3-[(2S)-2-methyl-4-[(3S)-oxolan-3-yl]piperazin-1-yl]phenyl}amino)-4-(cyclopropylamino)pyrazolo[1,5-a][1,3,5]triazine-8-carbonitrile ClC1=C(C=C(C=C1N1[C@H](CN(CC1)[C@@H]1COCC1)C)C#N)NC1=NC=2N(C(=N1)NC1CC1)N=CC2C#N